OCC(CNC(=O)N1CC(OCC1)C1=CC(=NC=C1)OC)CC1=CC=C(C=C1)C(F)(F)F N-[2-(hydroxymethyl)-3-[4-(trifluoromethyl)phenyl]propyl]-2-(2-methoxy-4-pyridyl)morpholine-4-carboxamide